C(C)N(CCOC1=C(C2=CC=CC=C2C=C1)CC1=C(C(=CC2=CC=CC=C12)C)O)CC 1-((2-(2-(diethylamino)ethoxy)naphthalen-1-yl)methyl)-3-methylnaphthalen-2-ol